(1-((2S)-1-acryloyl-2-(cyanomethyl)piperidin-4-yl)-8-chloro-4-(3-(dimethylamino)-3-methylazetidin-1-yl)-6-fluoro-1H-[1,2,3]triazolo[4,5-c]quinolin-7-yl)-1-naphthonitrile C(C=C)(=O)N1[C@@H](CC(CC1)N1N=NC=2C(=NC=3C(=C(C(=CC3C21)Cl)C2=C(C1=CC=CC=C1C=C2)C#N)F)N2CC(C2)(C)N(C)C)CC#N